Tert-butyl (S)-2-(bis(tert-butoxycarbonyl)amino)-5-((1-trityl-1H-imidazol-2-yl)amino)pentanoate C(C)(C)(C)OC(=O)N([C@H](C(=O)OC(C)(C)C)CCCNC=1N(C=CN1)C(C1=CC=CC=C1)(C1=CC=CC=C1)C1=CC=CC=C1)C(=O)OC(C)(C)C